1-[2-[4-[4-[[3-[4-(difluoromethoxy)phenyl]imidazo[1,2-a]pyrazin-8-yl]amino]-2-methylbenzoyl]piperazin-1-yl]-2-oxoethyl]guanidine FC(OC1=CC=C(C=C1)C1=CN=C2N1C=CN=C2NC2=CC(=C(C(=O)N1CCN(CC1)C(CNC(=N)N)=O)C=C2)C)F